C(C)C1=NN=C2N1C[C@H](CC2)N2N=C1N=C(C=NC1=C2)C2=C(C=C(C=C2C)C(F)(F)F)O (S)-2-(2-(3-ethyl-5,6,7,8-tetrahydro-[1,2,4]triazolo[4,3-a]pyridin-6-yl)-2H-pyrazolo[3,4-b]pyrazin-6-yl)-3-methyl-5-(trifluoromethyl)phenol